FC(C=1N=C(OC1C(=O)N1[C@@H](C2=C(CC1)NC=N2)C2=NN1C(C(=CC=C1)F)=C2)C(C)(C)O)F (S)-(4-(difluoromethyl)-2-(2-hydroxypropan-2-yl)oxazol-5-yl)(4-(4-fluoropyrazolo[1,5-a]pyridin-2-yl)-6,7-dihydro-1H-imidazo[4,5-c]pyridin-5(4H)-yl)methanone